FC(C1=NN=C(O1)C=1C=CC(=NC1)CN1C(OC2=C1C=C(C(=C2)C2CCN(CC2)C(C)C)F)=O)F 3-((5-(5-(difluoromethyl)-1,3,4-oxadiazole-2-yl)pyridine-2-yl)methyl)-5-fluoro-6-(1-isopropylpiperidine-4-yl)benzo[d]oxazole-2(3H)-one